N6,N6,O2',O3'-tetrabenzoyladenosine C1=CC=C(C=C1)C(=O)N(C2=NC=NC3=C2N=CN3[C@H]4[C@@H]([C@@H]([C@H](O4)CO)OC(=O)C5=CC=CC=C5)OC(=O)C6=CC=CC=C6)C(=O)C7=CC=CC=C7